1-[1-(4-chlorophenyl)piperidin-3-yl]-3-(5-hydroxypyridin-2-yl)urea ClC1=CC=C(C=C1)N1CC(CCC1)NC(=O)NC1=NC=C(C=C1)O